N-ethyl-5-fluoro-2-[1-methyl-6-(pyrrolidin-3-yl)-1H-pyrazolo[3,4-b]pyridin-4-yl]-N-isopropylbenzamide C(C)N(C(C1=C(C=CC(=C1)F)C1=C2C(=NC(=C1)C1CNCC1)N(N=C2)C)=O)C(C)C